N-(4-(4-amino-1-isopropyl-7-((1r,4r)-4-morpholinocyclohexyl)-1H-pyrazolo[4,3-c]pyridin-3-yl)-2,5-difluorophenyl)-2-fluoro-5-methylbenzenesulfonamide NC1=NC=C(C2=C1C(=NN2C(C)C)C2=CC(=C(C=C2F)NS(=O)(=O)C2=C(C=CC(=C2)C)F)F)C2CCC(CC2)N2CCOCC2